2-(3-methyl-2,6-dioxo-5-(phenethylamino)-3,6-dihydropyrimidin-1(2H)-yl)acetamide Methyl-(3-{[(3S,4E,6Z,8E,10S,12Z)-3,10-dihydroxypentadeca-4,6,8,12-tetraen-1-yl]oxy}phenyl)acetate COC(CC1=CC(=CC=C1)OCC[C@@H](\C=C\C=C/C=C/[C@H](C\C=C/CC)O)O)=O.CN1C(N(C(C(=C1)NCCC1=CC=CC=C1)=O)CC(=O)N)=O